C(C)(C)(C)OC(=O)N1CC(C1)(C)C(C)=O 3-acetyl-3-methylazetidine-1-carboxylic acid tert-butyl ester